COC1=C2C=CC=C(C2=CC=C1)N 5-methoxy-naphthalen-1-amine